COC1=CC2=C(C3CC(C(CN3CC2)CC(C)C)=O)C=C1OC 1,3,4,6,7,11b-hexahydro-9,10-dimethoxy-3-(2-methylpropyl)-2H-benzo(a)quinolizin-2-one